4-{[3-(difluoromethyl)-5-(trifluoromethyl)phenoxy]methyl-3-methoxyphenyl}-2H,4H,5H,6H,7H-pyrazolo[3,4-b]pyridin-6-one FC(C=1C=C(OCC2=C(C=CC=C2OC)C2C=3C(NC(C2)=O)=NNC3)C=C(C1)C(F)(F)F)F